5-(((3-(5-(3,5-difluorophenyl)-4,5-dihydro-1H-pyrazole-1-carbonyl)bicyclo[1.1.1]pentan-1-yl)methyl)amino)pyrazine-2-carbonitrile FC=1C=C(C=C(C1)F)C1CC=NN1C(=O)C12CC(C1)(C2)CNC=2N=CC(=NC2)C#N